C(CCC)[Mg]Br normal butylmagnesium bromide